(E)-(2-((4-(3-ethoxy-5-((3-methylbut-2-en-1-yl)oxy)styryl)-2-methoxyphenoxy)methoxy)ethyl)trimethylsilane C(C)OC=1C=C(/C=C/C2=CC(=C(OCOCC[Si](C)(C)C)C=C2)OC)C=C(C1)OCC=C(C)C